C(C)(C)(C)OC(=O)N1C[C@H](CC1)[C@@H](C(=O)C(C)(C)C)CC1=COC2=C1C=C(C=C2)C=O (3R)-3-[(2S)-1-(tert-butyl)-3-(5-formyl-1-benzofuran-3-yl)-1-oxopropan-2-yl]pyrrolidine-1-carboxylic acid tert-butyl ester